8'-apo-beta-carotenal CC1=C(C(CCC1)(C)C)/C=C/C(=C/C=C/C(=C/C=C/C=C(\C)/C=C/C=C(\C)/C=O)/C)/C